N-phenyl-carbamic acid (dioctadecylphenyl) ester C(CCCCCCCCCCCCCCCCC)C=1C(=C(C=CC1)OC(NC1=CC=CC=C1)=O)CCCCCCCCCCCCCCCCCC